(Z)-1-(2-(3,8-diazabicyclo[3.2.1]octan-3-yl)-7-(thiazol-2-yl)-4-(trifluoromethoxy)benzo[d]oxazol-5-yl)ethan-1-one C12CN(CC(CC1)N2)C=2OC1=C(N2)C(=C(C=C1C=1SC=CN1)C(C)=O)OC(F)(F)F